ClC1=C(N=NN1CC1=CC=C(C=N1)C=1OC(=NN1)C(F)F)C1=C(C=CC=C1)F 2-(6-((5-chloro-4-(2-fluorophenyl)-1H-1,2,3-triazol-1-yl)methyl)pyridin-3-yl)-5-(difluoromethyl)-1,3,4-oxadiazole